C(OC1=NC(=NC2=CC=CC=C12)C1(CC=CC=C1)N(CC)CC)COC1=NC(=NC2=CC=CC=C12)C1(CC=CC=C1)N(CC)CC 4,4'-(ethylenedioxy)-bis[2-(1-diethylaminophenyl)quinazoline]